ethyl 6-[(2-methoxy ethoxy)methyl]-1H-indole-2-carboxylate COCCOCC1=CC=C2C=C(NC2=C1)C(=O)OCC